N-{(3S)-1-[(1S,2S)-2-(2',6'-difluoro[1,1'-biphenyl]-2-yl)-2-fluorocyclopropane-1-carbonyl]piperidin-3-yl}methanesulfonamide FC1=C(C(=CC=C1)F)C1=C(C=CC=C1)[C@]1([C@@H](C1)C(=O)N1C[C@H](CCC1)NS(=O)(=O)C)F